C1(CC1)OC1=C(C(=NC=C1)OC)C1=CC=2C(=CN=C(C2)NC(=O)[C@H]2[C@H](C2)F)N1C (1S,2S)-N-[2-(4-cyclopropyloxy-2-methoxypyridin-3-yl)-1-methylpyrrolo[2,3-c]pyridin-5-yl]-2-fluorocyclopropane-1-carboxamide